(2R)-N-(4-bromophenyl)-1-[(3-methyl-2-pyridyl)methyl]piperidine-2-carboxamide BrC1=CC=C(C=C1)NC(=O)[C@@H]1N(CCCC1)CC1=NC=CC=C1C